C(CC)(=O)OC1=C(C(=CC(=C1)C(C)(C)C)C(C)(C)C)O (3,5-di-tert-butyl-2-hydroxyphenyl) propionate